C(=C)C1=C(C=C(C(=C1)OC)C=C)OC 1,4-divinyl-2,5-dimethoxybenzene